trifluoromethanesulfonic acid-2-propynyloxyethyl ester C(#CC)OCCOS(=O)(=O)C(F)(F)F